NC=1C=CC(=C(C1)NC=1C=CC=2N(N1)C=C(N2)NC(OCC)=O)C ethyl (6-((5-amino-2-methylphenyl)amino)imidazo[1,2-b]pyridazin-2-yl)carbamate